FN1N=CC2=CC(=CC=C12)C fluoro-5-methyl-1H-indazol